C(C=C)C=1C(=C(C=CC1C)S(=O)(=O)N1[C@@H](CCC1)C(=O)OC(C)(C)C)OC(C=C)CCCCN(C1CCC(CC1)(F)F)C(=O)OC(C)(C)C tert-Butyl ((3-allyl-2-((7-((tert-butoxycarbonyl)(4,4-difluorocyclohexyl)amino)hept-1-en-3-yl)oxy)-4-methylphenyl)sulfonyl)-L-prolinate